2-{[(1S)-1-{4-[(4-propenylpiperazin-1-yl)methyl]phenyl}ethyl]amino}-8-(2,2-dimethylpropyl)-4-ethoxypyrido[2,3-d]pyrimidin-7(8H)-one C(=CC)N1CCN(CC1)CC1=CC=C(C=C1)[C@H](C)NC=1N=C(C2=C(N1)N(C(C=C2)=O)CC(C)(C)C)OCC